FC1=C(N=CC2=C1N=C(N=C2N2C[C@@](CCC2)(O)C)OCC21CCCN1CCC2)C2=CC=CC1=CC=C(C(=C21)C#C[Si](C(C)C)(C(C)C)C(C)C)F (R)-1-(8-fluoro-7-(7-fluoro-8-((triisopropylsilyl)ethynyl)naphthalen-1-yl)-2-((hexahydro-1H-pyrrolizin-7a-yl)methoxy)pyrido[4,3-d]pyrimidin-4-yl)-3-methylpiperidin-3-ol